N-octadecyl-2-(3,4-ditetrahydropyranyloxyphenyl)-3,7-ditetrahydropyranyloxyquinolin-4-one C(CCCCCCCCCCCCCCCCC)N1C(=C(C(C2=CC=C(C=C12)OC1OCCCC1)=O)OC1OCCCC1)C1=CC(=C(C=C1)OC1OCCCC1)OC1OCCCC1